C12OOCC(CC1)C2 3-oxa-oxabicyclo[3.2.1]octane